[2H]C1=C(C(=C(C(=C1C=O)[2H])[2H])O)[2H] 4-hydroxybenzaldehyde-d4